3-amino-N-[2-(dimethylamino)ethyl]-5-(trifluoromethyl)benzamide NC=1C=C(C(=O)NCCN(C)C)C=C(C1)C(F)(F)F